(3S)-N-cyclobutyl-3-{[1-cyclopentyl-5-(2,6-dimethoxyphenyl)-1H-pyrazol-3-yl]formamido}-N-methyl-5-(piperidin-1-yl)pentanamide C1(CCC1)N(C(C[C@H](CCN1CCCCC1)NC(=O)C1=NN(C(=C1)C1=C(C=CC=C1OC)OC)C1CCCC1)=O)C